C(C)(=O)N1CC(OCC1)C1=CC=C(C=C1)NC(OCC1=CC=C(C=C1)Cl)=O 4-chlorobenzyl (4-(4-acetylmorpholin-2-yl)phenyl)carbamate